Cl.COC1=C(C=C(C(=C1)C(F)(F)F)SC)[C@H]1CNCCC1 (S)-3-(2-Methoxy-5-(methylthio)-4-(trifluoromethyl)phenyl)piperidine hydrochloride